3-(2,4-Dioxo-7-phenyl-1,2,3,4-tetrahydro-5H-naphtho[1,2-b][1,4]diazepin-5-yl)benzonitrile O=C1CC(N(C2=C(N1)C1=CC=CC=C1C(=C2)C2=CC=CC=C2)C=2C=C(C#N)C=CC2)=O